C(C)(CC)C1C(NC2=C(CN1C(=O)NC=1C=NC=CC1)C=CC=C2)=O 3-(sec-butyl)-2-oxo-N-(pyridin-3-yl)-1,2,3,5-tetrahydro-4H-benzo[1,4]diazepine-4-carboxamide